BrC=1C=C2C(=NC1)N(C=C2C(=O)C=2C(=C(C=CC2F)NS(=O)(=O)N2C[C@@H](CC2)F)CC)C(C2=C(C=CC=C2Cl)Cl)=O (3R)-N-{3-[5-bromo-1-(2,6-dichlorobenzoyl)pyrrolo[2,3-b]pyridine-3-carbonyl]-2-ethyl-4-fluorophenyl}-3-fluoropyrrolidine-1-sulfonamide